OB1OCC2=C1C=C(C=C2)C(=O)NCC2=CC=C(C=C2)S(=O)(=O)C 1-hydroxy-N-(4-(methylsulfonyl)benzyl)-1,3-dihydrobenzo[c][1,2]oxaborole-6-carboxamide